(3-{6-amino-5-[1-(2,6-dichloro-3-fluoro-phenyl)-ethoxy]-pyridin-3-yl}-phenyl)-[(3R)-3-amino-pyrrolidin-1-yl]-methanone NC1=C(C=C(C=N1)C=1C=C(C=CC1)C(=O)N1C[C@@H](CC1)N)OC(C)C1=C(C(=CC=C1Cl)F)Cl